C(#N)C=1C=C(C=CC1OCC1=CC(=CC=C1)F)NC(C=C)=O N-(3-cyano-4-((3-fluorobenzyl)oxy)phenyl)acrylamide